C(C)(C)(C)OC(=O)N1CC(CCC1)OC1=CC(=CC(=C1)C=1SC(=CN1)C)C(=O)OC 3-[3-(methoxycarbonyl)-5-(5-methyl-1,3-thiazol-2-yl)phenoxy]piperidine-1-carboxylic acid tert-butyl ester